O[C@H]1[C@@H](O[C@]([C@H]1O)(C)CO)N1C(NC(C(=C1)F)=O)=O 1-((2R,3R,4S,5R)-3,4-dihydroxy-5-(hydroxymethyl)-5-methyltetrahydrofuran-2-yl)-5-fluoropyrimidine-2,4(1H,3H)-dione